methoxymethyl 4-((4-(benzyloxy)-2-methoxy-6-methylbenzoyl)oxy)-3-(difluoromethyl)-2,5,6-trimethylbenzoate C(C1=CC=CC=C1)OC1=CC(=C(C(=O)OC2=C(C(=C(C(=O)OCOC)C(=C2C)C)C)C(F)F)C(=C1)C)OC